CC1=CC=C(C=C1)S(=O)(=O)OC1=C(C=CC=C1)NC(=O)N N-[2-(p-toluenesulfonyloxy)phenyl]urea